C(C)OC(=O)N1C(CN(CC1)CCOC)=O 2-oxo-4-(2-methoxyethyl)piperazine-1-carboxylic acid ethyl ester